(5-amino-1-{6-[(2,6-difluorophenyl)oxy]-4-methylpyridin-3-yl}pyrazol-4-yl)[6-(2-methoxyethyl)-5,6,7,8-tetrahydro-1H-pyrrolo[2,3-g]isoquinolin-2-yl]methanone NC1=C(C=NN1C=1C=NC(=CC1C)OC1=C(C=CC=C1F)F)C(=O)C1=CC=2C(=CC=3CCN(CC3C2)CCOC)N1